1-tetradecanoyl-2-(9Z-tetradecenoyl)-glycero-3-phospho-(1'-sn-glycerol) CCCCCCCCCCCCCC(=O)OC[C@H](COP(=O)(O)OC[C@H](CO)O)OC(=O)CCCCCCC/C=C\CCCC